NC=1C=C(C=CC1)C(=O)N1CC2=CC(=C(C=C2CC1)OC)OC (3-aminophenyl)(6,7-dimethoxy-3,4-dihydro-isoquinolin-2(1H)-yl)methanone